2-{[4-({2-[(4-cyano-2-fluorophenoxy)methyl]pyrimidin-4-yl}oxy)piperidin-1-yl]methyl}-3-{[(2S)-oxetan-2-yl]methyl}-3H-imidazo[4,5-b]pyridine-5-carboxylic acid C(#N)C1=CC(=C(OCC2=NC=CC(=N2)OC2CCN(CC2)CC2=NC=3C(=NC(=CC3)C(=O)O)N2C[C@H]2OCC2)C=C1)F